tributyl-m-cresol C(CCC)C(C1=CC(=CC=C1)O)(CCCC)CCCC